(2-chloro-6-fluorophenyl-(carbamoyl)-2-fluoro-5-((1,1,1-trifluoropropan-2-yl)oxy)phenyl)-3-(hydroxymethyl)azetidine-1-carboxamide ClC1=C(C(=CC=C1)F)C1=C(C(=C(C=C1OC(C(F)(F)F)C)C1N(CC1CO)C(=O)N)F)C(N)=O